ClC1=CC=C(C=C1)N(N)C(=O)C1=NC=CC=C1 N'-p-chlorophenyl-2-pyridineformylhydrazine